OC1=C(C=CC(=C1)N)N1N=C2C(=N1)C=CC=C2 2-(2'-hydroxy-4'-aminophenyl)benzotriazole